2-(1-(2,6-dioxopiperidin-3-yl)-1H-indazol-4-yl)acetaldehyde O=C1NC(CCC1N1N=CC2=C(C=CC=C12)CC=O)=O